methyl (s)-α-(2-chlorophenyl)-6,7-dihydrothieno[3,2-c]pyridine-5(4H)acetate bisulfate S(O)(O)(=O)=O.ClC1=C(C=CC=C1)[C@@H](C(=O)OC)N1CC2=C(CC1)SC=C2